3-aminomethyl-3,5,6-trimethylcyclohexylamine NCC1(CC(C(C(C1)C)C)N)C